ClC1=C(C=CC=C1)N1C(=CC2=CC=CC=C12)C(=O)O 1-(2-chlorophenyl)indole-2-carboxylic acid